N-(5-(4-cyanothiophen-2-yl)-1H-indol-3-yl)propionamide dodecyl-benzenesulfonate ammonium salt [NH4+].C(CCCCCCCCCCC)OS(=O)(=O)C1=CC=CC=C1.C(#N)C=1C=C(SC1)C=1C=C2C(=CNC2=CC1)NC(CC)=O